N[C@@H](CC(=O)O)CC1=CC2=CC=CC=C2C=C1 (R)-3-(amino)-4-(2-naphthyl)butanoic acid